Fmoc-2-cyano-L-phenylalanine C(=O)(OCC1C2=CC=CC=C2C2=CC=CC=C12)N[C@@H](CC1=C(C=CC=C1)C#N)C(=O)O